3-(6-chloro-2H-benzopyran-3-yl)-5-(3-nitrophenyl)-1,2,4-oxadiazole ClC=1C=CC2=C(C=C(CO2)C2=NOC(=N2)C2=CC(=CC=C2)[N+](=O)[O-])C1